methyl 4-(((cyclohexylmethyl) amino) methyl)-7,7-dimethyl-6,7-dihydro-5H-cyclopenta[b]pyridine-2-carboxylate C1(CCCCC1)CNCC1=C2C(=NC(=C1)C(=O)OC)C(CC2)(C)C